C(C=C)(=O)O.C(C=C)(=O)O.C(C=C)(=O)O.C(O)C(CC(=O)O)(CO)CO trimethylolpropionic acid triacrylate